C1(CC1)[C@]1(C(N(C[C@H]1C)C=1C=2N(C=C(C1)C1=NNC(=C1)C)N=CC2)=O)C#N (3R,4S)-3-cyclopropyl-4-methyl-1-(6-(5-methyl-1H-pyrazol-3-yl)pyrazolo[1,5-a]pyridin-4-yl)-2-oxopyrrolidine-3-carbonitrile